CS(=O)(=N)C1=CC=C(C=C1)NC(OC(C)(C)C)=O tert-butyl (4-(S-methylsulfonimidoyl) phenyl)carbamate